[Co].[Ni].[Cu] copper nickel-cobalt